5-(3-((4-(4-amino-3-(4-phenoxyphenyl)-1H-pyrazolo[3,4-d]pyrimidin-1-yl)cyclohexyl)methyl)-3,6-diazabicyclo[3.1.1]heptan-6-yl)-2-(2,6-dioxopiperidin-3-yl)-6-fluoroisoindoline-1,3-dione NC1=C2C(=NC=N1)N(N=C2C2=CC=C(C=C2)OC2=CC=CC=C2)C2CCC(CC2)CN2CC1N(C(C2)C1)C=1C=C2C(N(C(C2=CC1F)=O)C1C(NC(CC1)=O)=O)=O